BrC1=CC=C(C=C1)C(C)(C)O 2-(4-bromophenyl)propane-2-ol